COCCN(C(OC(C)(C)C)=O)C1=CC=C(C=C1)C=C tert-butyl (2-methoxyethyl)(4-vinyl-phenyl)carbamate